FC(OC1=CC=C(C=C1)C=1C(=NC(=CN1)CCC(F)(F)F)N1CCC(CC1)C(=O)O)F 1-(3-(4-(difluoromethoxy)phenyl)-6-(3,3,3-trifluoropropyl)pyrazin-2-yl)piperidine-4-carboxylic acid